3,3-dimethyl-2,3-dihydrofuro[2,3-b]pyridine CC1(COC2=NC=CC=C21)C